C1=C(C(=C(C=2C(C3=CC=CC=C3C(C12)=O)=O)O)O)S(=O)(=O)[O-] Anthraquinone-3,4-diol-2-sulfonate